9H-fluoren-9-yl (S)-(1-oxopropan-2-yl)carbamate O=C[C@H](C)NC(OC1C2=CC=CC=C2C=2C=CC=CC12)=O